(R)-N-(1-(2-amino-6-(trifluoromethyl)pyridin-4-yl)ethyl)-6-(2-cyclopropyloxyethoxy)-7-methoxy-2-methyl-quinazolin-4-amine NC1=NC(=CC(=C1)[C@@H](C)NC1=NC(=NC2=CC(=C(C=C12)OCCOC1CC1)OC)C)C(F)(F)F